OC=1C=C(C=O)C=C(C1O)[N+](=O)[O-] 3,4-dihydroxy-5-nitrobenzaldehyde